[N+](=O)([O-])C1=CC=C(C=C1)N=NC1=CC=C(C=C1)N N-[4-(4-NITRO-PHENYLAZO)-PHENYL]-AMINE